(S)-1-(2-(((5-Fluoro-4-methyl-2-nitrophenyl)amino)methyl)morpholino)ethane-1-one FC=1C(=CC(=C(C1)NC[C@@H]1OCCN(C1)C(C)=O)[N+](=O)[O-])C